5-[1-hydroxy-2-(2-phenoxyphenylamino)ethyl]-1,3-oxazol-2(3H)-one OC(CNC1=C(C=CC=C1)OC1=CC=CC=C1)C1=CNC(O1)=O